tert-Butyl 6-((4-((3-(4-(difluoromethoxy)-2,3-difluorophenyl)imidazo[1,2-a]pyrazin-8-yl)amino)-2-ethylbenzamido)methyl)-3-azabicyclo[3.1.0]hexane-3-carboxylate FC(OC1=C(C(=C(C=C1)C1=CN=C2N1C=CN=C2NC2=CC(=C(C(=O)NCC1C3CN(CC13)C(=O)OC(C)(C)C)C=C2)CC)F)F)F